behenamidopropyldimethyl-amine C(CCCCCCCCCCCCCCCCCCCCC)(=O)NCCCN(C)C